Trimethylsilyl fluoride C[Si](C)(C)F